methyl 3-methylpyrazolo[1,5-a]pyridine-6-carboxylate CC=1C=NN2C1C=CC(=C2)C(=O)OC